N(=[N+]=[N-])CC(CC1=C(C=CC(=C1)COC=1C=C(C=CC1)[C@@H](CC(=O)O)C1CC1)C1=C(C=CC(=C1)OC)F)(C)C (S)-3-(3-((2-(3-azido-2,2-dimethylpropyl)-2'-fluoro-5'-methoxy-[1,1'-biphenyl]-4-yl)methoxy)phenyl)-3-cyclopropylpropanoic acid